{4-[3-(propan-2-yl)-[1,2,4]triazolo[4,3-a]pyridin-6-yl]phenyl}[trans-4-{[4-(pentafluoro-λ6-sulfanyl)phenyl]Amino}cyclohexyl](imino)-λ6-sulfanone CC(C)C1=NN=C2N1C=C(C=C2)C2=CC=C(C=C2)S(=O)(=N)[C@@H]2CC[C@H](CC2)NC2=CC=C(C=C2)S(F)(F)(F)(F)F